O=C(CC(C(=O)O)CCC)C 4-oxo-2-propyl-pentanoic acid